C1(CCCC1)N1[C@@H](C(N(C=2C=NC(=NC12)NC1=CC=C(C=C1)OCCOCCOC1CCNCC1)C)=O)CC (7R)-8-cyclopentyl-7-ethyl-5-methyl-2-[4-[2-[2-(4-piperidyloxy)ethoxy]ethoxy]anilino]-7H-pteridin-6-one